C12(CC3CC(CC(C1)C3)C2)C=2C=C(C=CC2O)C2=C(C=C(C=C2)C=CC(=O)O)C(NCCCCCCCC(NO)=O)=O 3-[3'-Adamantan-1-yl-4'-hydroxy-2-(7-hydroxycarbamoyl-heptylcarbamoyl)-biphenyl-4-yl]-acrylic acid